C(CC(O)(C(=O)O)CC(=O)[O-])(=O)[O-].[Na+].[Na+] Dinatrium citrat